C(N)(=O)[C@H]1N2C(N([C@H](C=C1C)C2)O[C@H](C(=O)OC(C)C)F)=O propan-2-yl (2S)-{[(2S,5R)-2-carbamoyl-3-methyl-7-oxo-1,6-diazabicyclo[3.2.1]oct-3-en-6-yl]oxy}(fluoro)ethanoate